N-(benzo[d]isoxazol-3-yl)-2-methoxy-5-(1H-pyrazol-1-yl)benzenesulfonamide tert-butyl-8-[2-[4-[(2,6-dioxo-3-piperidyl)amino]-2-fluoro-phenyl]-2,6-diazaspiro[3.3]heptan-6-yl]octanoate C(C)(C)(C)OC(CCCCCCCN1CC2(CN(C2)C2=C(C=C(C=C2)NC2C(NC(CC2)=O)=O)F)C1)=O.O1N=C(C2=C1C=CC=C2)NS(=O)(=O)C2=C(C=CC(=C2)N2N=CC=C2)OC